(S)-2-(3-((4-methyl-4H-1,2,4-triazol-3-yl)(3-oxocyclobutyl)methyl)phenyl)-6-(((1-methylcyclobutyl)amino)methyl)-4-(trifluoromethyl)isoindolin-1-one CN1C(=NN=C1)[C@H](C=1C=C(C=CC1)N1C(C2=CC(=CC(=C2C1)C(F)(F)F)CNC1(CCC1)C)=O)C1CC(C1)=O